N'-[4-(2-cyanophenoxy)-2-methyl-5-(trifluoromethyl)phenyl]-N-ethyl-N-methylimidoformamide C(#N)C1=C(OC2=CC(=C(C=C2C(F)(F)F)N=CN(C)CC)C)C=CC=C1